C(N)(OC(C)CC(N1N=C(N=N1)N1CCN(CC1)C1=NC=C(C=N1)C(F)(F)F)C(C)(C)C)=O tert-butyl-(4-(5-(4-(5-(trifluoromethyl) pyrimidin-2-yl) piperazin-1-yl)-2H-tetrazol-2-yl) butan-2-yl) carbamate